ClC1=C(C=CC=C1)S(=O)(=O)NC1=C(C=C(C(=C1)OC)C=1C=C2C=NC(=NC2=C(C1)CC)NC1CCC(CC1)N(C)C)F 2-chloro-N-(4-(2-(((1r,4r)-4-(dimethylamino)cyclohexyl)amino)-8-ethylquinazolin-6-yl)-2-fluoro-5-methoxyphenyl)benzenesulfonamide